O=[N] Keto-nitrogen